N-{3-Chloro-4-[(3-fluorobenzyl)oxy]phenyl}-8-[5-({[2-(methanesulphonyl)ethyl]amino}methyl)-2-furyl]-4-quinazolinamine ClC=1C=C(C=CC1OCC1=CC(=CC=C1)F)NC1=NC=NC2=C(C=CC=C12)C=1OC(=CC1)CNCCS(=O)(=O)C